OC1=C(C=C(C(=C1)O)C(C)N1C(CCCCC1)=O)C(C)N1C(CCCCC1)=O 1,1'-((4,6-dihydroxy-1,3-phenylene)bis(ethane-1,1-diyl))bis(azepan-2-one)